C(=O)(CCCCCCCCC)OC1=CC=C(C[C@H](N)C(=O)O)C=C1.[Na] sodium tyrosine caprate